2,8-dichloro-6-fluoroquinoline ClC1=NC2=C(C=C(C=C2C=C1)F)Cl